(tert-butyl)-N-(pyridin-2-yl)pyrazolo[1,5-a]quinazolin-5-amine C(C)(C)(C)C1=NN2C(N=C(C3=CC=CC=C23)NC2=NC=CC=C2)=C1